C1(CC1)N(CC[C@@H](C(=O)O)NC(=O)N1CCC(CC1)(F)F)CCCCC1=NC=2NCCCC2C=C1 (S)-4-(cyclopropyl(4-(5,6,7,8-tetrahydro-1,8-naphthyridin-2-yl)butyl)amino)-2-(4,4-difluoropiperidine-1-carboxamido)butanoic acid